7-(4-cyclopropyl-1H-imidazol-1-yl)phthalazin-1(2H)-one C1(CC1)C=1N=CN(C1)C1=CC=C2C=NNC(C2=C1)=O